COC1=CC=C(CN(C2=CC(=C(C(=N2)C2=C(C=C3C(=NC(=NC3=C2F)Cl)N(C)C(C)C=2C(=NC=CC2)N(CC2=CC=C(C=C2)OC)CC2=CC=C(C=C2)OC)Cl)C(F)(F)F)C)CC2=CC=C(C=C2)OC)C=C1 7-(6-(bis(4-methoxybenzyl)amino)-4-methyl-3-(trifluoromethyl)pyridin-2-yl)-N-(1-(2-(bis(4-methoxybenzyl)amino)pyridin-3-yl)ethyl)-2,6-dichloro-8-fluoro-N-methylquinazolin-4-amine